OC=1C=C(C(=NC1)C#N)OCC(F)(F)F 5-hydroxy-3-(2,2,2-trifluoroethoxy)picolinonitrile